sodium 3-[(2,3-dihydrothieno[3,4-b]-[1,4]dioxin-2-yl)methoxy]-1-butyl-1-propanesulfonate O1C=2C(OCC1COCCC(S(=O)(=O)[O-])CCCC)=CSC2.[Na+]